2-decyl-1,4,7-trimethyl-1,4,7-triazacyclononane C(CCCCCCCCC)C1N(CCN(CCN(C1)C)C)C